CC1CCC=2C1=NC(=CC2C(C)N2C[C@H](CCC2)C)C(=O)O 7-methyl-4-(1-((S)-3-methylpiperidin-1-yl)ethyl)-6,7-dihydro-5H-cyclopenta[b]pyridine-2-carboxylic acid